(3R,4R)-4-((5-fluoro-7-(pyridin-2-yl)pyrrolo[2,1-f][1,2,4]triazin-2-yl)amino)-1-(methylsulfonyl)piperidin-3-ol FC=1C=C(N2N=C(N=CC21)N[C@H]2[C@@H](CN(CC2)S(=O)(=O)C)O)C2=NC=CC=C2